(±)-trans-N-(6,8-dichloro-2,7-naphthyridin-3-yl)-2-isothiazol-4-yl-cyclopropanecarboxamide ClC=1C=C2C=C(N=CC2=C(N1)Cl)NC(=O)[C@H]1[C@@H](C1)C=1C=NSC1 |r|